6-isopropyl-pyran-2,4-dione C(C)(C)C1=CC(CC(O1)=O)=O